5-(4-((7-ethyl-6-oxo-5H-1,5-naphthyridin-3-yl)methyl-d2)piperazin-1-yl)-N-methylpyridine-2-carboxamide C(C)C=1C(NC=2C=C(C=NC2C1)C(N1CCN(CC1)C=1C=CC(=NC1)C(=O)NC)([2H])[2H])=O